ClC1=C(N)C=C(C(=C1)Cl)OC(C(F)F)(F)F 2,4-dichloro-5-(1,1,2,2-tetrafluoroethoxy)aniline